C1(CC1)CCNC1=NC(=NC=C1F)NC=1C=CC(=C(C(=O)OC)C1)B1OC(C(O1)(C)C)(C)C methyl 5-((4-((2-cyclopropylethyl)amino)-5-fluoropyrimidin-2-yl)amino)-2-(4,4,5,5-tetramethyl-1,3,2-dioxaborolan-2-yl)benzoate